FC1=CC=C(C=C1)N1N=NC(=C1COC1=NC=2CCN(CC2C=C1)C(=O)C1CC(N(C1)C)=O)C 4-(2-{[1-(4-fluorophenyl)-4-methyl-1H-1,2,3-triazol-5-yl]methoxy}-5,6,7,8-tetrahydro-1,6-naphthyridine-6-carbonyl)-1-methylpyrrolidin-2-one